ClC1=C(C=CC(=C1)OC1=CC=C(C=C1)Cl)C(CN1N=CN=C1)(C#CC)O 2-[2-chloro-4-(4-chlorophenoxy)phenyl]-1-(1,2,4-triazol-1-yl)pent-3-yn-2-ol